1-amino-3,5-dibromo-pyridin-1-ium N[N+]1=CC(=CC(=C1)Br)Br